methyl 5-((5-(4-(2,6-difluorobenzyl)-5-oxo-4,5-dihydro-1H-1,2,4-triazol-1-yl)-3-fluoropyridin-2-yl)oxy)-4-methylthiazole-2-carboxylate FC1=C(CN2C=NN(C2=O)C=2C=C(C(=NC2)OC2=C(N=C(S2)C(=O)OC)C)F)C(=CC=C1)F